N-{3-[5-(dimethylamino)-2H-pyrazolo[3,4-b]pyridin-2-yl]-4-fluorophenyl}-3-fluoroazetidine CN(C1=CC=2C(N=C1)=NN(C2)C=2C=C(C=CC2F)N2CC(C2)F)C